(1aR,5aR)-2-(2,4-Difluoro-phenyl)-1a,2,5,5a-tetrahydro-1H-2,3-diaza-cyclopropa[a]pentalene-4-carboxylic Acid (1-Oxo-hexahydro-1λ4-thiopyran-4-yl)-amide O=S1CCC(CC1)NC(=O)C=1C=2C[C@@H]3[C@H](C2N(N1)C1=C(C=C(C=C1)F)F)C3